3,5-dichloro-4-(2,6-dioxopiperidin-3-yl)benzonitrile ClC=1C=C(C#N)C=C(C1C1C(NC(CC1)=O)=O)Cl